5-(8-fluoro-3-methylimidazo[1,2-a]pyridin-6-yl)-N-methyl-7H-pyrrolo[2,3-d]pyrimidin-2-amine FC=1C=2N(C=C(C1)C1=CNC=3N=C(N=CC31)NC)C(=CN2)C